4-[(1-Piperazinyl)Methyl]-1,3-Thiazole N1(CCNCC1)CC=1N=CSC1